C(#N)[C@]1(CC12CC2)C=2C=C1C=C(N=CC1=CC2)NC(=O)[C@H]2CN(CC2)CC(F)(F)F (R)-N-(6-((S)-1-cyanospiro[2.2]pentan-1-yl)isoquinolin-3-yl)-1-(2,2,2-trifluoroethyl)pyrrolidine-3-carboxamide